2-(4-chlorophenyl)-N-[4-(3-chlorophenyl)-1-oxophthalazin-2(1H)-yl]acetamide ClC1=CC=C(C=C1)CC(=O)NN1C(C2=CC=CC=C2C(=N1)C1=CC(=CC=C1)Cl)=O